2,2-difluoro-5-azaspiro[2.3]hexane FC1(CC12CNC2)F